6-chloro-2-(5-fluoro-2-methoxypyridin-3-yl)-3-methyl-1H-pyrrolo[3,2-c]pyridine ClC1=CC2=C(C=N1)C(=C(N2)C=2C(=NC=C(C2)F)OC)C